ClC1=C2N=C(N(C2=NC(=N1)C=1OC(=C(C1)C)C)C1OCCCC1)N1CC(CCC1)CCC(=O)N 3-(1-(6-chloro-2-(4,5-dimethylfuran-2-yl)-9-(tetrahydro-2H-pyran-2-yl)-9H-purin-8-yl)piperidin-3-yl)propanamide